isoamyl-4-methyl-2-phenoxy-1H-imidazole-1-carboxamide C(CC(C)C)C1=C(N=C(N1C(=O)N)OC1=CC=CC=C1)C